NC=1C(C2=CC=CC=C2C(C1C(=O)OC)=O)=O 2-amino-3-methoxycarbonyl-1,4-naphthoquinone